[Br-].S1C2=NC(=C1)O2 epoxy-thiazole bromide